C1OCC12CN(C2)C2=NC=CC(=N2)COC2=CC=C(C=C2)C(C)(C)C2=CC=C(C(=O)NC=1C=C3C(N(C(C3=CC1)=O)C1C(NC(CC1)=O)=O)=O)C=C2 4-(2-(4-((2-(2-oxa-6-azaspiro[3.3]heptan-6-yl)pyrimidin-4-yl)methoxy)phenyl)propan-2-yl)-N-(2-(2,6-dioxopiperidin-3-yl)-1,3-dioxoisoindolin-5-yl)benzamide